2-(3-(1-((2-cyano-1H-indol-5-yl)methyl)piperidin-4-yl)-1H-pyrrolo[2,3-c]pyridin-1-yl)-5-fluoro-N-isopropyl-N-methylbenzamide C(#N)C=1NC2=CC=C(C=C2C1)CN1CCC(CC1)C1=CN(C2=CN=CC=C21)C2=C(C(=O)N(C)C(C)C)C=C(C=C2)F